(S)-3-(1-(4-chloro-3-hydroxyphenyl)-2-oxo-1,2-dihydro-3H-imidazo[4,5-b]pyridin-3-yl)pyrrolidine-1-carboxylic acid tert-butyl ester C(C)(C)(C)OC(=O)N1C[C@H](CC1)N1C(N(C=2C1=NC=CC2)C2=CC(=C(C=C2)Cl)O)=O